ClC1=C(C(=O)O)C(=CN=C1)C(F)(F)F 3-chloro-5-(trifluoromethyl)isonicotinic acid